methyl (2E)-5-(4-fluorophenyl)-4,5-dioxopent-2-enoate FC1=CC=C(C=C1)C(C(/C=C/C(=O)OC)=O)=O